5-methyl-pyridazine-4-carboxamide CC=1C(=CN=NC1)C(=O)N